OC=1C(C(=CN2C1C(N1C3=C(CCC[C@@H]2C1)C=CC=C3)=O)C(=O)NCC3=C(C=C(C=C3F)F)F)=O (6R)-1-hydroxy-2,15-dioxo-N-(2,4,6-trifluorobenzyl)-2,6,7,8,9,15-hexahydro-6,14-methanobenzo[e]pyrido[1,2-a][1,4]diazecine-3-carboxamide